ClC1=CC=C(C=C1)C(C1=CC=CC=C1)(C1=CC=C(C=C1)Cl)O (4-chloro-phenyl)-4'-chloro-benzhydrol